BrC1=C(C(=C(C(=O)O)C(=C1F)F)F)F 4-Bromo-2,3,5,6-tetrafluorobenzoic Acid